tert-Butyl 2-{[(2S,5R)-2-(tert-butoxycarbonyl)-5-vinylpyrrolidin-1-yl]carbonyl}-3-vinylpiperidine-carboxylate C(C)(C)(C)OC(=O)[C@H]1N([C@H](CC1)C=C)C(=O)C1N(CCCC1C=C)C(=O)OC(C)(C)C